(E)-2-(2-(6-hydroxy-7-(morpholinomethyl)-2,4a-dihydro-1H-xanthen-3-yl)vinyl)-3,3-dimethyl-1-propyl-3H-indol-1-ium iodide [I-].OC=1C=C2OC3C=C(CCC3=CC2=CC1CN1CCOCC1)/C=C/C1=[N+](C2=CC=CC=C2C1(C)C)CCC